C1(CC1)C=1C=CC=2N(C1)C=C(N2)[C@H]2C[C@@H](CN2C(=O)OCC2=CC=CC=C2)C(=O)OC 1-benzyl 3-methyl (3S,5R)-5-(6-cyclopropylimidazo[1,2-a]pyridin-2-yl)pyrrolidine-1,3-dicarboxylate